tert-butyl 3-(4-((6-(tert-butoxy)-6-oxohexyl) (methyl) amino)-1-oxoisoindolin-2-yl)-2,6-dioxopiperidine-1-carboxylate C(C)(C)(C)OC(CCCCCN(C1=C2CN(C(C2=CC=C1)=O)C1C(N(C(CC1)=O)C(=O)OC(C)(C)C)=O)C)=O